CN1C(C2=CC(=C(C=C2CC1)OC)[N+](=O)[O-])=O 2-methyl-6-methoxy-7-nitro-3,4-dihydro-2H-isoquinolin-1-one